5-methyl-3-(ethoxymethyl)phenylacetic acid CC=1C=C(C=C(C1)CC(=O)O)COCC